C(C)(C)(C)[C@@H]1CC=2C=C3C(=NC2CC1)SC(=C3)C(=O)N[C@H](CC=O)C3=CC=C(C(=O)OCC)C=C3 ethyl 4-((R)-1-((S)-6-(tert-butyl)-5,6,7,8-tetrahydrothieno[2,3-b]quinoline-2-carboxamido)-3-oxopropyl)benzoate